Calcium orthoborat B([O-])([O-])[O-].[Ca+2].B([O-])([O-])[O-].[Ca+2].[Ca+2]